8-bromo-1,2,3,4-tetrahydro-1,4-methanonaphthalen-5-amine BrC1=CC=C(C=2C3CCC(C12)C3)N